[O-]S(=O)(=O)C(F)(F)F.C(C)[NH+]1C(=CC=C1)CC 1,2-Diethylpyrrolium triflat